3'-bromo-2',6'-dimethoxy-5-methyl-4'-pentyl-1,2,3,4-tetrahydro-1,1'-biphenyl BrC=1C(=C(C(=CC1CCCCC)OC)C1CCCC(=C1)C)OC